C1(CC1)C1=C(C(=NO1)C1=C(C=CC=C1Cl)Cl)CO[C@H]1[C@@H]2C(N([C@H](C1)C2)C=2SC1=C(N2)C(=CC(=C1)C(=O)O)C1CC2(C1)CCOCC2)=O 2-[(1s,4r,5r)-5-{[5-cyclopropyl-3-(2,6-dichlorophenyl)-1,2-oxazol-4-yl]methoxy}-3-oxo-2-azabicyclo[2.2.1]heptan-2-yl]-4-{7-oxaspiro[3.5]nonan-2-yl}-1,3-benzothiazole-6-carboxylic acid